NCCCCN(CCCCN)CC N1-(4-aminobutyl)-N1-ethylbutane-1,4-diamine